BrC=1C=C2C(=NN(C2=CC1)COCC[Si](C)(C)C)C 5-bromo-3-methyl-1-[[2-(trimethylsilyl)ethoxy]methyl]indazole